COC1=CC=C(CN2C=3C(=CC=C2)OCC3)C=C1 4-(4-methoxybenzyl)furo[3,2-b]pyridine